4-Hydroperoxy-4-methylpentan-2-ol O(O)C(CC(C)O)(C)C